C(C=C)(=O)N1[C@H](CN(CC1)C1=CC(=NC=2CN(CCC12)C1=CC=CC2=CC=CC(=C12)Cl)OC[C@H]1N(CCC1)C)CC#N 2-((S)-1-Acryloyl-4-(7-(8-chloronaphthalen-1-yl)-2-(((S)-1-methylpyrrolidin-2-yl)methoxy)-5,6,7,8-Tetrahydro-1,7-naphthyridin-4-yl)piperazin-2-yl)acetonitrile